2,4-Bis(2-ethylphenyl)-6-[2-hydroxy-4-(2-methacryloyloxyethoxy)phenyl]s-triazine C(C)C1=C(C=CC=C1)C1=NC(=NC(=N1)C1=C(C=CC=C1)CC)C1=C(C=C(C=C1)OCCOC(C(=C)C)=O)O